C1(CC1)[C@@H]1N([C@@H](CC(C1)=O)C1CC1)CC1=CC=C(C=C1)OC cis-2,6-dicyclopropyl-1-(4-methoxybenzyl)piperidin-4-one